C1(=CC=CC=C1)[SiH](C1=CC=CC=C1)C=1C(=C(CC1)C[Si](C)(C)C)C1C(=C(C(=C1C)C)C)C diphenylsilyl-(2,3,4,5-tetramethyl-2,4-cyclopentadien-1-yl)((trimethylsilyl)methylcyclopentadiene)